C(C)N(C(COC1=C(C=CC=C1)C)=O)CC=1SC=CC1 N-ethyl-N-(thiophen-2-ylmethyl)-2-(o-tolyloxy)acetamide